ClC=1C=C(C=CC1F)N(C(=O)[C@H]1N(C(SC1)=O)C1=NC(=CC(=C1)C(F)(F)F)C)C (R)-N-(3-chloro-4-fluorophenyl)-N-methyl-3-(6-methyl-4-(trifluoromethyl)pyridin-2-yl)-2-oxothiazolidine-4-carboxamide